3-(2-amino-1-phenyl-1H-imidazol-4-yl)propionic acid methyl ester COC(CCC=1N=C(N(C1)C1=CC=CC=C1)N)=O